ClC1=NC(=CC(=C1)C(C)=O)C 1-(2-chloro-6-methyl-4-pyridyl)ethanone